2-((2-(6-(4-fluorophenethoxy)-1H-indol-1-yl)ethyl)amino)-2-methylpropane-1,3-diol FC1=CC=C(CCOC2=CC=C3C=CN(C3=C2)CCNC(CO)(CO)C)C=C1